C(CCCCCCCC=CCCCCCCCC)NCCCN N-9-octadecenyl-1,3-propanediamine